C(C#C)OCCOCCO 2-(2-(prop-2-yn-1-yloxy)ethoxy)-1-ethanol